F[C@@H]1C[C@@]2(CCCN2C1)COC1=NC2=C(C(=C(C=C2C(=N1)N1CC2CCC(C1)N2)Cl)C2=CC=CC1=CC=CC(=C21)CC)F 2-{[(2R,7aS)-2-fluoro-hexahydro-1H-pyrrolizin-7a-yl]methoxy}-6-chloro-4-{3,8-diazabicyclo[3.2.1]octan-3-yl}-7-(8-ethylnaphthalen-1-yl)-8-fluoroquinazoline